3-(2-Chloro-4-fluoro-5-isocyanato-phenyl)-5-(trifluoromethyl)-4H-isoxazole-5-carboxylic acid methyl ester COC(=O)C1(CC(=NO1)C1=C(C=C(C(=C1)N=C=O)F)Cl)C(F)(F)F